C(C)OC(=O)C1(CCCCC1)C1(CCCCC1)C(COCC)=O 1-(ethoxycarbonyl)-1-(ethoxyacetyl-cyclohexyl)cyclohexane